P(=O)(OCCCCCCCCCCCCCCCC)([O-])O.[K+] mono-potassium mono-hexadecyl phosphate